O(C)[SiH](OC)OC TRIMETHOXYLSILANE